chloro-[2,4'-bipyridin] ClC=1C(=NC=CC1)C1=CC=NC=C1